2-(5-{[(1R,2R,3S,5S)-2-fluoro-8-azabicyclo[3.2.1]octan-3-yl](methyl)amino}pyrazin-2-yl)-5-[1-(pyridin-4-yl)-1H-pyrazol-4-yl]phenol F[C@@H]1[C@H]2CC[C@@H](C[C@@H]1N(C=1N=CC(=NC1)C1=C(C=C(C=C1)C=1C=NN(C1)C1=CC=NC=C1)O)C)N2